N[C@H]1C[C@H](C1)C(=O)[O-] cis-3-aminocyclobutanecarboxylate